The molecule is a member of the class of hydroxyisoflavans that is (R)-isoflavan substituted by hydroxy groups at positions 2' and 4', methoxy groups at positions 5 and 7 and a prenyl group at position 6. It has been isolated from Glycyrrhiza uralensis. It has a role as a plant metabolite. It is a member of hydroxyisoflavans, an aromatic ether and a methoxyisoflavan. CC(=CCC1=C(C=C2C(=C1OC)C[C@@H](CO2)C3=C(C=C(C=C3)O)O)OC)C